C(C)OC([C@H](CC(C(=O)C1=CC=C(C=C1)Cl)C1=CC=C(C=C1)Cl)F)=O (S)-4,5-bis(4-chlorophenyl)-2-fluoro-5-oxopentanoic acid ethyl ester